NC(=O)C1=CC=C(C=C1)S(=O)(=O)[O-] 4-(aminocarbonyl)phenylsulfonate